3-chloro-2-(2-chloroethoxy)-5-(2-(4-(3-(difluoromethyl)-5,6-dihydro-[1,2,4]triazolo[4,3-a]pyrazin-7(8H)-yl)phenyl)propan-2-yl)benzonitrile ClC=1C(=C(C#N)C=C(C1)C(C)(C)C1=CC=C(C=C1)N1CC=2N(CC1)C(=NN2)C(F)F)OCCCl